3-(N-(4-chloro-5-cyano-2-((trans-2-methoxycyclopentyl)-oxy)phenyl)sulfamoyl)-4-cyclopropylbenzoic acid ClC1=CC(=C(C=C1C#N)NS(=O)(=O)C=1C=C(C(=O)O)C=CC1C1CC1)O[C@H]1[C@@H](CCC1)OC